C(CCC)OC(C(C)(C)C1=CC(=C2[C@H]3[C@H](C(OC2=C1)(C)C)CCC(C3)=O)O)=O.CCCC(CCCCCCCC)CC(CC(C(=O)CC(CC(CCC)CCCCCCCC)O)=O)O 1,2-Bis(4-n-dodecyl-2-hydroxypropyl)ethane-1,2-dione Butyl-2-((6aR,10aR)-6a,7,8,9,10,10a-hexahydro-1-hydroxy-6,6-dimethyl-9-oxo-6H-benzo[c]chromen-3-yl)-2-methylpropanoate